2-(4-cyclopropyl-6-(difluoromethoxy)pyrimidin-5-yl)-4-(4-(1-ethyl-4-(trifluoromethyl)-1H-imidazol-2-yl)benzyl)-6,7-dihydro-[1,2,4]triazolo[1,5-a]pyrimidin-5(4H)-one C1(CC1)C1=NC=NC(=C1C1=NN2C(N(C(CC2)=O)CC2=CC=C(C=C2)C=2N(C=C(N2)C(F)(F)F)CC)=N1)OC(F)F